CC=1N(C(=CC1/C=C/C1=[N+](C2=CC=C(C=C2C=C1)N(C)C)C)C)C1=CC=CC=C1 2-[(E)-2-(2,5-dimethyl-1-phenyl-1H-pyrrol-3-yl)ethenyl]-6-(dimethylamino)-1-methylquinolin-1-ium